4-o-tolylnicotinamide C1(=C(C=CC=C1)C1=CC=NC=C1C(=O)N)C